2-propylphenyl-3,6,7,10,11-pentaphenoxytriphenylene C(CC)C1=C(C=CC=C1)C1=CC(=CC=2C3=CC(=C(C=C3C3=CC(=C(C=C3C12)OC1=CC=CC=C1)OC1=CC=CC=C1)OC1=CC=CC=C1)OC1=CC=CC=C1)OC1=CC=CC=C1